[Si](C)(C)(C(C)(C)C)O[C@@]1(CN2C(OC1)=C(C=N2)[S@@](=O)(NC(NC2=C1CCCC1=CC=1CCCC21)=O)=NC(C2=CC=CC=C2)(C2=CC=CC=C2)C2=CC=CC=C2)C (S,6R)-6-((tert-butyldimethylsilyl)oxy)-N-((1,2,3,5,6,7-hexahydro-s-indacen-4-yl)carbamoyl)-6-methyl-N'-trityl-6,7-dihydro-5H-pyrazolo[5,1-b][1,3]oxazine-3-sulfonimidamide